CC1=C(CN2CCN3C2=NC(C2=C3CCN(C2)C(CC2=CC=CC=C2)=O)=O)C=CC=C1 3-(2-methylbenzyl)-7-(2-phenylacetyl)-2,3,6,7,8,9-hexahydroimidazo[1,2-a]pyrido[3,4-e]pyrimidin-5(1H)-one